C(C)C=1C(=NC(=NC1OC1=CC=C(C=C1)C1CCN(CC1)C)NS(=O)(=O)C=1C=NN(C1)C)C1=C(C=CC=C1)CC(C)C N-[5-ethyl-4-(2-isobutylphenyl)-6-[4-(1-methyl-4-piperidyl)phenoxy]pyrimidin-2-yl]-1-methyl-pyrazole-4-sulfonamide